Carbon carbon [C].[C]